O=C1NC(CCC1N1C(C2=CC=C(C=C2C1=O)OCCOCC#C)=O)=O 2-(2,6-Dioxopiperidin-3-yl)-5-(2-(prop-2-yn-1-yloxy)ethoxy)isoindoline-1,3-dione